[(2R,3S,4R,5R)-5-(4-aminopyrrolo[2,1-f][1,2,4]triazin-7-yl)-5-cyano-3,4-dihydroxy-tetrahydrofuran-2-yl]methyl 2-heptadecoxyethyl hydrogen phosphate P(=O)(OC[C@H]1O[C@@]([C@@H]([C@@H]1O)O)(C#N)C1=CC=C2C(=NC=NN21)N)(OCCOCCCCCCCCCCCCCCCCC)O